(S)-(5-((3-borono-N-(5,6-diamino-6-oxohexyl)-4-fluorobenzamido)methyl)-2-fluorophenyl)boronic acid B(O)(O)C=1C=C(C(=O)N(CCCC[C@@H](C(=O)N)N)CC=2C=CC(=C(C2)B(O)O)F)C=CC1F